ethyl 2-amino-4-[(6-bromo-2,3-dimethoxy-phenyl)methylamino]-6-(2-furyl)pyrimidine-5-carboxylate NC1=NC(=C(C(=N1)NCC1=C(C(=CC=C1Br)OC)OC)C(=O)OCC)C=1OC=CC1